COC(CC(COCC)=O)=O 4-ethoxy-3-oxobutanoic acid methyl ester